methyl 4-(2-(tert-butoxycarbonyl)hydrazinyl)-5-fluoropyrimidine-2-carboxylate C(C)(C)(C)OC(=O)NNC1=NC(=NC=C1F)C(=O)OC